Methyl-(S,E)-(7-(dimethylamino)-1-((1-((5-fluoro-7-isobutyl-1H-indol-2-yl)methyl)-2-oxo-1,2-dihydropyridin-3-yl)amino)-1,7-dioxohept-5-en-2-yl)carbamat COC(N[C@H](C(=O)NC=1C(N(C=CC1)CC=1NC2=C(C=C(C=C2C1)F)CC(C)C)=O)CC\C=C\C(=O)N(C)C)=O